dibenzylbis(propoxymethyl)silane C(C1=CC=CC=C1)[Si](COCCC)(COCCC)CC1=CC=CC=C1